CC(=O)OC1=CC2=C(C=C1)C(=C(C(O2)(C)C)C3=CC=C(C=C3)OC)C4=CC=C(C=C4)OC The molecule is a member of the class of chromenes that is 2H-1-benzopyran-7-ol acetate substituted by methyl groups at positions 2 and 2 and a 4-methoxyphenyl group at positions 3 and 4 respectively. It is an acetate ester, a member of chromenes and a monomethoxybenzene.